6-bromo-N-ethyl-8,9-dihydroimidazo[1',2':1,6]pyrido[2,3-d]pyrimidin BrC1=CC2=C(N(CN=C2)CC)N2C1=NCC2